NC1=C(N=C(C(=N1)N1CCC2(CC1)[C@@H](C1=C(N=CO1)C2)N)C)SC2=NC(=NC=C2)N (S)-1'-(6-amino-5-((2-aminopyrimidin-4-yl)thio)-3-methylpyrazin-2-yl)-4,6-dihydrospiro[cyclopenta[d]oxazole-5,4'-piperidine]-6-amine